ClC=1C=C(SC1)B(O)O 4-CHLOROTHIOPHEN-2-YLBORONIC ACID